tert-butyl (1S,2S,5R)-2-[(7-bromo-2-chloro-6,8-difluoro-4-hydroxy-quinazolin-5-yl)oxymethyl]-3,8-diazabicyclo[3.2.1]octane-8-carboxylate BrC1=C(C(=C2C(=NC(=NC2=C1F)Cl)O)OC[C@@H]1[C@@H]2CC[C@H](CN1)N2C(=O)OC(C)(C)C)F